1-METHYLNAPHTHALENE-7-BORONIC ACID CC1=CC=CC2=CC=C(C=C12)B(O)O